2-(((1R,3R)-3-(1-methyl-4-(trifluoromethyl)-1H-pyrrolo[2,3-c]pyridin-7-yl)piperazin-1-carbonyl)cyclopropane-1-yl)propan CN1C=CC=2C1=C(N=CC2C(F)(F)F)[C@H]2CN(CCN2)C(=O)C2(CC2)C(C)C